ClC1=C(C=CC(=C1)Cl)C1=NC(=NC=C1N1C=NC=C1)NCCNC1=CC=C(C(=N1)N)[N+](=O)[O-] 6-N-[2-[[4-(2,4-dichlorophenyl)-5-imidazol-1-ylpyrimidin-2-yl]amino]ethyl]-3-nitropyridin-2,6-diamine